4-(4,5,6,7-tetrahydrobenzofuran-2-yl)pyrimidin-2-amine O1C(=CC2=C1CCCC2)C2=NC(=NC=C2)N